4-(methyldisulfanyl)nicotinic acid CSSC1=CC=NC=C1C(=O)O